C(C)(C)C1=C(NC2=CC=C(C=C12)OC1CCN(CC1)C)C=1C=C(C=2N(C1)N=CN2)C 6-(3-isopropyl-5-((1-methylpiperidin-4-yl)oxy)-1H-indol-2-yl)-8-methyl-[1,2,4]triazolo[1,5-a]pyridine